ClC1=CC(=C(C=C1)C(C)(C)NC(=O)[C@@H]1CNCCO1)F (S)-N-(2-(4-chloro-2-fluorophenyl)propan-2-yl)morpholine-2-carboxamide